p-NitroPhenyl Phosphate C1=CC(=CC=C1[N+](=O)[O-])OP(=O)(O)O